1,1,2,3,3,3-Hexafluoropropyldifluoromethyl ether FC(C(C(F)(F)F)F)(F)C(F)(F)OC(C(C(C(F)(F)F)F)(F)F)(F)F